COC(=O)[C@@H]1O[C@]([C@H]([C@H]1C1=C(C(=C(C=C1)F)F)OC)C)(C(F)(F)F)C |r| Rac-(2r,3s,4s,5r)-3-(3,4-difluoro-2-methoxy-phenyl)-4,5-dimethyl-5-(trifluoromethyl)tetrahydrofuran-2-carboxylic acid methyl ester